NCCCO 1-amino-3-propanol